N1-((S)-4-methyl-1-oxo-1-(((S)-3-oxo-1-((S)-2-oxopyrrolidin-3-yl)-4-(2,3,5,6-tetrafluorophenoxy)butan-2-yl)amino)pentan-2-yl)-N2-((R)-1,2,3,4-tetrahydronaphthalen-1-yl)oxalamide CC(C[C@@H](C(N[C@@H](C[C@H]1C(NCC1)=O)C(COC1=C(C(=CC(=C1F)F)F)F)=O)=O)NC(C(=O)N[C@@H]1CCCC2=CC=CC=C12)=O)C